BrC=1C2=C(C=NC1OC)C=NN2 7-bromo-6-methoxy-1H-pyrazolo[4,3-c]pyridine